B(O)(O)O.FC(C=1C=C(C=C(C1)C(F)(F)F)[Na])(F)F [3,5-bis(trifluoromethyl)phenyl]Sodium borate